ClC1=C(C#N)C=CC(=C1)N1CC2(C[C@H]1C)CCN(CC2)C2=CC=C(C=C2)C(=O)N2CCC(CC2)CN2CCC(CC2)C2=CC=C(C=C2)N[C@@H]2C(NC(CC2)=O)=O 2-Chloro-4-((R)-8-(4-(4-((4-(4-(((S)-2,6-dioxopiperidin-3-yl)amino)phenyl)piperidin-1-yl)methyl)piperidine-1-carbonyl)phenyl)-3-methyl-2,8-diazaspiro[4.5]decan-2-yl)benzonitrile